distearyl-tin bismethyl-malate COC(C(O)CC(=O)OC)=O.C(CCCCCCCCCCCCCCCCC)[Sn]CCCCCCCCCCCCCCCCCC